C(=O)(O)C(C[C@H](N)C(=O)O)C(=O)O.N[C@@H](CC(C(=O)O)C(=O)O)C(=O)O carboxyglutamic acid (γ-carboxyglutamate)